N1(C=NC2=C1C=CC=C2)CCC(C)N(CC2=CC=NC=C2)CC2=COC1=C3C(=CC=C1C2=O)C=CC=C3 3-({[4-(1H-1,3-benzodiazol-1-yl)butan-2-yl](pyridin-4-ylmethyl)amino}methyl)-4H-benzo[h]chromen-4-one